Trans-Ethyl 4-((tosyloxy)methyl)cyclohexanecarboxylate S(=O)(=O)(C1=CC=C(C)C=C1)OC[C@@H]1CC[C@H](CC1)C(=O)OCC